6-bromo-3,3-dimethyl-4-(2-(tetrahydro-2H-pyran-4-yl)ethyl)-3,4-dihydropyrazino[2,3-b]Pyrazin-2(1H)-one BrC=1N=C2C(=NC1)NC(C(N2CCC2CCOCC2)(C)C)=O